(S)-1-(3-((8-((3-chloro-4-(difluoromethoxy)-2-fluorophenyl)amino)pyrimido[5,4-d]pyrimidin-2-yl)oxy)pyrrolidin-1-yl)prop-2-en-1-one ClC=1C(=C(C=CC1OC(F)F)NC1=NC=NC2=C1N=C(N=C2)O[C@@H]2CN(CC2)C(C=C)=O)F